COC1=CC=C2C(=N1)C(C(OC2=O)C)C 2-methoxy-7,8-dimethyl-7,8-dihydro-5H-pyrano[4,3-b]pyridin-5-one